methyl-N-[2-[(1,4-dimethyl-5-phenyl-pyrazol-3-yl)oxymethyl]phenyl]-N-methoxy-carbamate COC(N(OC)C1=C(C=CC=C1)COC1=NN(C(=C1C)C1=CC=CC=C1)C)=O